(trans-4-(2-(methoxy (methyl) amino)-2-oxoethyl) cyclohexyl) carbamate C(N)(O[C@@H]1CC[C@H](CC1)CC(=O)N(C)OC)=O